CC=1C(=C2C=CC=NC2=CC1)N[C@@H]1CN(CC1)C(=O)OC(C)(C)C tert-butyl (S)-3-((6-methylquinolin-5-yl)amino)pyrrolidine-1-carboxylate